tert-Butyl 3-formyl-2-(hex-4-yn-1-yl)-2,4,6,7-tetrahydro-5H-pyrazolo[4,3-c]pyridine-5-carboxylate C(=O)C=1N(N=C2C1CN(CC2)C(=O)OC(C)(C)C)CCCC#CC